N-(4-(4-amino-7-(1-methyl-1H-pyrazol-3-yl)pyrrolo[2,1-f][1,2,4]triazin-5-yl)-2-methoxyphenyl)-3-methyl-1,2,4-oxadiazol-5-amine NC1=NC=NN2C1=C(C=C2C2=NN(C=C2)C)C2=CC(=C(C=C2)NC2=NC(=NO2)C)OC